CN1C2=C(SCC1=O)N=CNC2 5-methyl-3H,4H,5H,6H,7H-pyrimido[4,5-b][1,4]thiazin-6-one